CC1=NC=CC(=C1)NC=1C=C2CN(C(C2=CC1)=O)C1=CC(=CC=C1)OC1=CC=NC=C1 5-(2-methylpyridin-4-ylamino)-2-(3-(pyridin-4-yloxy)phenyl)isoindolin-1-one